di-tert-butyl ((pentane-1,5-diylbis(oxy))bis(6-((2R)-2-(((tert-butyldimethylsilyl)oxy)methyl)-4-methylenecyclopentane-1-carbonyl)-4-methoxy-3,1-phenylene))dicarbamate C(CCCCOC=1C=C(C(=CC1OC)C(=O)C1[C@@H](CC(C1)=C)CO[Si](C)(C)C(C)(C)C)NC(OC(C)(C)C)=O)OC=1C=C(C(=CC1OC)C(=O)C1[C@@H](CC(C1)=C)CO[Si](C)(C)C(C)(C)C)NC(OC(C)(C)C)=O